C[C@H]1N(CCN(C1=O)C)CCOC1=CC=C(C=C1)C=1C=C2C=CC(=NC2=CC1)C=1C2=C(C(N(C1)C)=O)N(C=C2)S(=O)(=O)C2=CC=C(C)C=C2 (R)-4-{6-[4-(2-(2,4-dimethyl-3-oxopiperazin-1-yl)ethoxy)phenyl]quinolin-2-yl}-6-methyl-1-tosyl-1H-pyrrolo[2,3-c]pyridin-7(6H)-one